tert-butyl ((S)-4-((S)-1-(4-((1-(tert-butyl)-3-((1S,3R)-3-((tert-butyldimethylsilyl)oxy)cyclopentyl)-1H-pyrazol-5-yl)amino)pyridin-2-yl)ethoxy)butan-2-yl)carbamate C(C)(C)(C)N1N=C(C=C1NC1=CC(=NC=C1)[C@H](C)OCC[C@H](C)NC(OC(C)(C)C)=O)[C@@H]1C[C@@H](CC1)O[Si](C)(C)C(C)(C)C